3,6-Dimethyl-1,2,4-triazolo[3,4-a]phthalazine CC1=NN=C2N1N=C(C1=CC=CC=C21)C